copper hydroxide copper-copper [Cu].[Cu].[Cu](O)O